1-(5-(isoquinolin-7-yl)-1-methyl-1H-1,2,4-triazol-3-yl)-3-(4-((4-methylpiperazin-1-yl)methyl)-3-(trifluoromethyl)phenyl)urea C1=NC=CC2=CC=C(C=C12)C1=NC(=NN1C)NC(=O)NC1=CC(=C(C=C1)CN1CCN(CC1)C)C(F)(F)F